OC(C)NC(CC)=O N-(1-hydroxyethyl)propionamide